rel-2-((3R,4R)-4-(((6-(cyclopropyl(4-(1,1,1,3,3,3-hexafluoro-2-hydroxypropan-2-yl)benzyl)amino)-5-fluoropyrimidin-4-yl)amino)methyl)-3,4-dihydroxypiperidin-1-yl)acetamide C1(CC1)N(C1=C(C(=NC=N1)NC[C@]1([C@@H](CN(CC1)CC(=O)N)O)O)F)CC1=CC=C(C=C1)C(C(F)(F)F)(C(F)(F)F)O |o1:12,13|